6-hydroxy-2,5,7,8-tetramethylchromane-2-carboxylic acid methyl ester COC(=O)C1(OC2=C(C(=C(C(=C2CC1)C)O)C)C)C